N1CC(C1)C1=CC=2N=NC(=CC2N1C(F)F)C1=C(C=CC=C1)O 2-(6-(azetidin-3-yl)-5-(difluoromethyl)-5H-pyrrolo[3,2-c]pyridazin-3-yl)phenol